tert-butyl N2-(4-(N-((2-amino-4-oxo-3,4-dihydropteridin-6-yl)methyl)-2,2,2-trifluoroacetamido)benzoyl)-N5-(prop-2-yn-1-yl)-L-glutaminate NC1=NC2=NC=C(N=C2C(N1)=O)CN(C(C(F)(F)F)=O)C1=CC=C(C(=O)N[C@@H](CCC(NCC#C)=O)C(=O)OC(C)(C)C)C=C1